(+/-)-[2-(3,5-difluoro-4-{[3-(propan-2-yl)-1H-pyrrolo[2,3-b]pyridin-4-yl]oxy}anilino)-5-(propan-2-yl)-5,6-dihydro-4H-1,3-oxazin-5-yl]methanol FC=1C=C(NC=2OC[C@@](CN2)(C(C)C)CO)C=C(C1OC1=C2C(=NC=C1)NC=C2C(C)C)F |r|